NC1CCN(CC1)C=1C=C(C=CC1C(F)(F)F)C1=NNC(O1)=O 5-[3-(4-Aminopiperidin-1-yl)-4-(trifluoromethyl)phenyl]-1,3,4-oxadiazol-2(3H)-one